tert-butyl-7-(4,4,5,5-tetramethyl-1,3,2-dioxaborolan-2-yl)-1,2,3,4-tetrahydroquinoline C(C)(C)(C)N1CCCC2=CC=C(C=C12)B1OC(C(O1)(C)C)(C)C